C(C)(C)(C)OC(N(C1=CC(=CC=C1)C(F)(F)F)C=1SC=C(N1)C1=C(C=C(C(=C1)[N+](=O)[O-])F)F)=O (4-(2,4-difluoro-5-nitrophenyl)thiazol-2-yl)(3-(trifluoromethyl)phenyl)carbamic acid tert-butyl ester